C(C)C=1C(C2=C(C=CC(=C2C(C1CC1=NC=C(C=C1C)C(F)(F)F)=O)F)F)=O 2-ethyl-5,8-difluoro-3-((3-methyl-5-(trifluoromethyl)pyridin-2-yl)methyl)naphthalene-1,4-dione